N-(5-(7-fluorobenzo[d]oxazol-5-yl)-1-(3-hydroxy-3-methylbutyl)-1H-pyrazolo[3,4-b]pyridin-3-yl)pivalamide FC1=CC(=CC=2N=COC21)C=2C=C1C(=NC2)N(N=C1NC(C(C)(C)C)=O)CCC(C)(C)O